CC1CN(CC(O1)C=1C=NNC1)S(=O)(=O)C1=CC=C(C=C1)C 2-methyl-4-(p-tolylsulfonyl)-6-(1H-pyrazol-4-yl)morpholine